5-((S)-2,2-dimethyltetrahydro-2H-pyran-4-yl)-1-((1S,2S)-2-methyl-1-(5-thioxo-4,5-dihydro-1,2,4-oxadiazol-3-yl)cyclopropyl)-1H-pyrrolo[2,3-c]pyridine-2-carboxylic acid CC1(OCC[C@@H](C1)C=1C=C2C(=CN1)N(C(=C2)C(=O)O)[C@@]2([C@H](C2)C)C2=NOC(N2)=S)C